C(O)C(Cl)(CO)CO trimethylolchloromethane